2,4-diamino-6-methacryloyloxylethyl-1,3,5-triazine NC1=NC(=NC(=N1)N)CCOC(C(=C)C)=O